(S)-tert-butyl 2-(1-amino-5-carbamoyl-4-(4-((4-methoxypyridin-2-yl)carbamoyl)phenyl)-1H-imidazol-2-yl)pyrrolidine-1-carboxylate NN1C(=NC(=C1C(N)=O)C1=CC=C(C=C1)C(NC1=NC=CC(=C1)OC)=O)[C@H]1N(CCC1)C(=O)OC(C)(C)C